C(C)OC(=O)C=1N=NN(C1SC1=CC(=CC=C1)Br)CC1=CC=C(C=C1)OC 5-((3-bromophenyl)thio)-1-(4-methoxybenzyl)-1H-1,2,3-triazole-4-carboxylic acid ethyl ester